C(C)(C)(C)OC(=O)N1CC2=CC=C(C=C2C1)CO.COC=1C=CC=2C3=C(C=NC2N1)N=CN3CC3=CC=C(N)C=C3 4-((7-Methoxy-1H-imidazo[4,5-c][1,8]naphthyridin-1-yl)methyl)aniline tert-butyl-5-(hydroxymethyl)isoindoline-2-carboxylate